ClC1=CC2=C(CCCCC2=O)C=C1OC 3-chloro-2-methoxy-6,7,8,9-tetrahydro-5H-benzo[7]annulen-5-one